COC1=NC2=CC(=CC(=C2N=C1)C=1SC2=C(N1)C(=CC(=C2)OCCNS(=O)(=O)C2=CC=CC=C2)C)C N-(2-(2-(2-methoxy-7-methylquinoxalin-5-yl)-4-methylbenzo[d]thiazol-6-yloxy)ethyl)benzenesulfonamide